C1(CCCC1)OC=1N=NC(=CC1C(=O)NC[C@@H]1CN(CCC1)C(C)C)OC1=CC=C(C=C1)F 3-(cyclopentyloxy)-6-(4-fluorophenoxy)-N-{[(3R)-1-isopropylpiperidin-3-yl]methyl}pyridazine-4-carboxamide